N[C@H](C1=NC2=C(N1)C=CC(=C2F)C=2C(=NC(=NC2)C)C(=O)N(C)C)C2CCC(CC2)C 5-{2-[(S)-amino(4-methylcyclohexyl)methyl]-4-fluoro-1H-benzimidazol-5-yl}-N,N,2-trimethylpyrimidine-4-carboxamide